2-(3-Chloropyridin-2-yl)malonic acid diethyl ester C(C)OC(C(C(=O)OCC)C1=NC=CC=C1Cl)=O